methyl 2-(3-{6-[3-(2-hydroxyphenyl) cinnolin-7-yl]-2,6-diazaspiro[3.3]heptan-2-yl}-1,2-oxazol-5-yl)-3-methylbutanoate OC1=C(C=CC=C1)C=1N=NC2=CC(=CC=C2C1)N1CC2(CN(C2)C2=NOC(=C2)C(C(=O)OC)C(C)C)C1